7-benzotriazolyl oxide N1N=NC2=C1C(=CC=C2)OC2=CC=CC1=C2NN=N1